(4-methylbenzyl)-2,3-dioxoindoline-7-carboxamide CC1=CC=C(CN2C(C(C3=CC=CC(=C23)C(=O)N)=O)=O)C=C1